C1=CC=CC2=CCN3C(=C12)C=C1C=CC=CC1=C3 isoquinolino[3,2-a]isoquinolin